C(C)(C)(C)OC(=O)N[C@H](C(=O)OCCl)C(C)C (S)-chloromethyl 2-((tert-butoxycarbonyl)amino)-3-methylbutanoate